CC1=CC=C(C=C1)S(=O)(=O)OCCOCCOCC#C 2-[2-(prop-2-yn-1-yloxy)ethoxy]ethyl 4-methylbenzene-1-sulfonate